C(C=C)(=O)N1C[C@@H]2COC3=C(C(N2CC1)=O)C(=NC(=C3Cl)C3=NC(=CC(=C3C(F)(F)F)C)N)N3CCOCC3 (R)-8-acryloyl-3-(6-amino-4-methyl-3-(trifluoromethyl)pyridin-2-yl)-4-chloro-1-morpholino-6,6a,7,8,9,10-hexahydro-12H-pyrazino[2,1-c]pyrido[3,4-f][1,4]oxazepin-12-one